CN(C1=CC=C(C2=CC=CC=C12)N=C=S)C 4-dimethylamino-1-naphthyl isothiocyanate